FC(C1=CC=C(C=N1)C#N)(F)F 6-(trifluoromethyl)-3-pyridinecarbonitrile